C(C)(CC)C1C(NC2=C(CN1C(=NS(=O)(=O)C)N)C=CC=C2)=O 3-(sec-butyl)-N'-(methylsulfonyl)-2-oxo-1,2,3,5-tetrahydro-4H-benzo[1,4]diazepine-4-carboxamidine